(E)-Methyl 3-((3R,5R,6S)-1-((S)-1-(tert-butyldiphenylsilyloxy)butan-2-yl)-5-(3-chlorophenyl)-6-(4-chlorophenyl)-3-methyl-2-oxopiperidin-3-yl)acrylate [Si](C1=CC=CC=C1)(C1=CC=CC=C1)(C(C)(C)C)OC[C@H](CC)N1C([C@@](C[C@@H]([C@H]1C1=CC=C(C=C1)Cl)C1=CC(=CC=C1)Cl)(C)/C=C/C(=O)OC)=O